N-(8-(1H-indol-3-yl)imidazo[1,2-b]pyridazin-6-yl)-2-(4-(1-propenylpiperidin-4-yl)phenyl)acetamide methyl-2-(2-methoxy-2',4',6'-trimethyl-[1,1'-biphenyl]-3-yl)acetate COC(CC=1C(=C(C=CC1)C1=C(C=C(C=C1C)C)C)OC)=O.N1C=C(C2=CC=CC=C12)C=1C=2N(N=C(C1)NC(CC1=CC=C(C=C1)C1CCN(CC1)C=CC)=O)C=CN2